tert-Butyl N-{4-[3-(8-{2-[(2,2-difluoroethyl)(isopropyl)carbamoyl]-4-fluorophenyl}pyrrolo[1,2-a]pyrazin-6-yl)azetidin-1-yl]-5-methylhexyl}-N-methylcarbamate FC(CN(C(=O)C1=C(C=CC(=C1)F)C=1C=C(N2C1C=NC=C2)C2CN(C2)C(CCCN(C(OC(C)(C)C)=O)C)C(C)C)C(C)C)F